C(\C=C\C(=O)[O-])(=O)[O-] Fumaric acid anion